C1(=CC=CC=C1)C1(CC1)C(=O)N[C@@H](CCOC1CC(C1)CCC1=NC=2NCCCC2C=C1)C(=O)O N-(1-phenylcyclopropane-1-carbonyl)-O-(3-(2-(5,6,7,8-tetrahydro-1,8-naphthyridin-2-yl)ethyl)cyclobutyl)homoserine